CC(CC(=O)OCC)(CC[C@H](CCSCC1=CC=C(C=C1)C(F)(F)F)SCC1=CC=C(C=C1)C(F)(F)F)C (R)-Ethyl 3,3-dimethyl-6,8-bis((4-(trifluoromethyl)benzyl)thio)octanoate